ClC1=NC(=NC(=N1)C1=CC(=CC=C1)[Si](C1=CC=CC=C1)(C1=CC=CC=C1)C1=CC=CC=C1)C1=C(C(=C(C(=C1[2H])[2H])[2H])[2H])N1C2=C(C(=C(C(=C2C=2C(=C(C(=C(C12)[2H])[2H])[2H])[2H])[2H])[2H])[2H])[2H] 9-(2-(4-chloro-6-(3-(triphenylsilyl)phenyl)-1,3,5-triazin-2-yl)phenyl-3,4,5,6-d4)-9H-carbazole-1,2,3,4,5,6,7,8-d8